COC(=O)[C@@H]1N(CCN(C1)CCCOCC1=CC=CC=C1)C(=O)OC(C)(C)C (R)-4-(3-benzyloxy-propyl)-piperazine-1,2-dicarboxylic acid 1-tert-butyl ester 2-methyl ester